N,N,N-trimethyl-1-phenylmethanaminium dichloroiodate I(=O)(=O)Cl.I(=O)(=O)Cl.C[N+](CC1=CC=CC=C1)(C)C